Phosphanetriamine P(N)(N)N